FC1=CC=C(C=C1)NC(C1=CC=CC=C1)=S N-(4-fluorophenyl)thiobenzamide